CC1=C(C(=CC(=C1)C1=C(C(=O)[O-])C=CC(=C1C)O)C)C1=C(C(=O)[O-])C=CC(=C1C)O 2,6-dimethyl-1,4-phenylene-bis(4-hydroxy-3-methylbenzoate)